(S)-2-(1-(tert-butyl)-4-isopropyl-7-oxo-1,7-dihydro-6H-pyrazolo[3,4-d]pyridazin-6-yl)-N-(1-(p-tolyl)ethyl)acetamide C(C)(C)(C)N1N=CC2=C1C(N(N=C2C(C)C)CC(=O)N[C@@H](C)C2=CC=C(C=C2)C)=O